6-{8-[(1,3-benzothiazol-2-yl)carbamoyl]-3,4-dihydroisoquinolin-2(1H)-yl}pyridine-2-carboxylate S1C(=NC2=C1C=CC=C2)NC(=O)C=2C=CC=C1CCN(CC21)C2=CC=CC(=N2)C(=O)[O-]